Cl.CNC1CC2=C(C=CS2)CC1 N-methyl-4,5,6,7-tetrahydrobenzothiophen-6-amine hydrochloride salt